ClCO[Si]([O-])([O-])[O-] 1-chloromethylsilicate